1,4-bis(5-(5-(dibenzothiophen-4-yl)pyridin-2-yl)thiophen-2-yl)piperazine C1=CC=C(C=2SC3=C(C21)C=CC=C3)C=3C=CC(=NC3)C3=CC=C(S3)N3CCN(CC3)C=3SC(=CC3)C3=NC=C(C=C3)C3=CC=CC2=C3SC3=C2C=CC=C3